C[C@@H]1CN(C[C@@H](O1)C)C(=O)C=1C2=C(N(N1)CC(=O)N1CCC(CC1)C1=CC(=CC=C1)F)CCC2 2-{3-[(2R,6S)-2,6-Dimethylmorpholin-4-carbonyl]-5,6-dihydrocyclopenta[c]pyrazol-1(4H)-yl}-1-[4-(3-fluorophenyl)piperidin-1-yl]ethan-1-on